NC(C#CC1=CC=C(O1)C#CCNC(C[C@H]1C=2N(C3=C(C(=N1)C1=CC=C(C=C1)Cl)C(=C(S3)C)C)C(=NN2)C)=O)([2H])[2H] (S)-N-(3-(5-(3-aminoprop-1-yn-1-yl-3,3-d2)furan-2-yl)prop-2-yn-1-yl)-2-(4-(4-chlorophenyl)-2,3,9-trimethyl-6H-thieno[3,2-f][1,2,4]triazolo[4,3-a][1,4]diazepin-6-yl)acetamide